[(4-(4-methylphenyl)pyridine-2-carbonyl)amino]-acetic acid CC1=CC=C(C=C1)C1=CC(=NC=C1)C(=O)NCC(=O)O